ClC=1C(=NC=C(C1)C(F)(F)F)OC1=CC=C(O[C@H](C(=O)O)C)C=C1 (S)-2-(4-{[3-chloro-5-(trifluoromethyl)-2-pyridyl]oxy}phenoxy)propionic acid